tert-Butyl 3-(4-carbamoyl-7-(thiazol-2-yl)benzo[d]oxazol-2-yl)-3,6-diazabicyclo[3.1.1]heptane-6-carboxylate C(N)(=O)C1=CC=C(C2=C1N=C(O2)N2CC1N(C(C2)C1)C(=O)OC(C)(C)C)C=1SC=CN1